N,N'-bis-[(3-benzenesulfonyloxy)phenyl]urea C1=CC(=CC=C1)S(=O)(=O)OC1=C(C=CC=C1)NC(=O)NC1=C(C=CC=C1)OS(=O)(=O)C=1C=CC=CC1